tert-butyl 7-(7-bromo-5-fluoro-4-oxoquinazolin-3(4H)-yl)-4-azaspiro[2.5]octane-4-carboxylate BrC1=CC(=C2C(N(C=NC2=C1)C1CCN(C2(CC2)C1)C(=O)OC(C)(C)C)=O)F